2-(8-((Cyclopropylmethyl)sulfanyl)imidazo[1,5-a]pyridin-3-yl)propan-2-amine C1(CC1)CSC=1C=2N(C=CC1)C(=NC2)C(C)(C)N